C1(=CC=CC=C1)C(CCCOB(O)O)(C1=CC=CC=C1)C1=CC=CC=C1.NC1=CC=C(OC2=C(C=CC(=C2)OC2=CC=C(C=C2)N)C2=CC=CC=C2)C=C1 2,4-bis(4-aminophenoxy)biphenyl tri(phenyl)butyl-borate